C(C)(C)(C)C1=CC=C(C=C1)C1=NC(=NN1C)CN1CCC2(OCCC3=C2SC=C3)CC1 1-((5-(4-(tert-butyl)phenyl)-1-methyl-1H-1,2,4-triazol-3-yl)methyl)-4',5'-dihydrospiro[piperidine-4,7'-thieno[2,3-c]pyran]